tert-butyl N-methyl-N-[(3S)-1-[3-pyrimidin-5-yl-1-(2-trimethylsilylethoxymethyl) pyrrolo[2,3-b]pyridin-4-yl]-3-piperidyl]carbamate CN(C(OC(C)(C)C)=O)[C@@H]1CN(CCC1)C1=C2C(=NC=C1)N(C=C2C=2C=NC=NC2)COCC[Si](C)(C)C